triazabicyclodecane C1CCCCC(CCCC1)N2CCCCCCCNN2